O1CCC(C2=NC=CC=C21)NC=2SC(=CN2)C(=O)N2CCC(CC2)N2C[C@@H](CCC2)C {2-[3,4-Dihydro-2H-pyrano[3,2-b]pyridin-4-ylamino]-1,3-thiazol-5-yl}[(3R)-3-methyl[1,4'-bipiperidine]-1'-yl]methanone